N-(3-(3,3-difluoroazetidin-1-yl)-5-(3-(4-(trifluoromethyl)phenyl)-1H-indazol-1-yl)phenyl)-acrylamide FC1(CN(C1)C=1C=C(C=C(C1)N1N=C(C2=CC=CC=C12)C1=CC=C(C=C1)C(F)(F)F)NC(C=C)=O)F